C(C)(C)(C)OC([C@H](C(C)C)NC(N(N1C(C2=CC=CC=C2C1=O)=O)CC1=CNC2=CC=CC=C12)=O)=O (S)-3-((3-(1-(tert-butoxy)-3-methyl-1-oxobutan-2-yl)-1-(1,3-dioxoisoindolin-2-yl)ureido)methyl)-1H-indole